azobis(2-(1-(2-hydroxyethyl)-2-imidazolin-2-yl)propane) dihydrochloride Cl.Cl.N(=NCC(C)C=1N(CCN1)CCO)CC(C)C=1N(CCN1)CCO